CNC.CNC.CNC.CNC.[Zr] zirconium Tetradimethylamine